1-[3,3-dimethyl-2-(2-methylaminopropionylamino)-butyryl]-pyrrolidine-2-carboxylic acid (1,2,3,4-tetrahydro-naphthalen-1-yl)-amide C1(CCCC2=CC=CC=C12)NC(=O)C1N(CCC1)C(C(C(C)(C)C)NC(C(C)NC)=O)=O